4-(5-ethynylpyridin-2-yl)morpholine C(#C)C=1C=CC(=NC1)N1CCOCC1